((1S)-3-(7-carbamoyl-5-fluoro-2,3-dimethyl-1H-indol-4-yl)cyclohexyl)carbamic acid tert-butyl ester C(C)(C)(C)OC(N[C@@H]1CC(CCC1)C1=C2C(=C(NC2=C(C=C1F)C(N)=O)C)C)=O